3-(4-Methoxyphenyl)-1-(5-methoxypyridin-2-yl)-7-(2,2,2-trifluoroethylamino)-3,4-dihydropyrimido[4,5-d]pyrimidin-2(1H)-one COC1=CC=C(C=C1)N1C(N(C2=NC(=NC=C2C1)NCC(F)(F)F)C1=NC=C(C=C1)OC)=O